C(C)SC1=NC(=NS1)C1=CC=CC=C1 5-ethylthio-3-phenyl-1,2,4-thiadiazole